FC1=C(CN2N=C(N=N2)C2=CC=CC(=N2)C(C)O)C=C(C=C1)OC(F)(F)F 1-(6-(2-(2-fluoro-5-(trifluoromethoxy)benzyl)-2H-tetrazol-5-yl)pyridin-2-yl)ethan-1-ol